N-[2-({4-[3-(3,4-dichlorophenyl)-1H-pyrrolo[3,2-b]pyridin-2-yl]pyridin-3-yl}oxy)ethyl]-N-methylprop-2-enamide ClC=1C=C(C=CC1Cl)C1=C(NC=2C1=NC=CC2)C2=C(C=NC=C2)OCCN(C(C=C)=O)C